S1N=C(C=C1)C1=C2C=CC(=NC2=CC=C1)C(=O)O 5-(isothiazol-3-yl)quinoline-2-carboxylic acid